C(#N)C1=C(C=C(C=C1)N1CC(C1)NC(OC(C)(C)C)=O)C(F)(F)F tert-butyl (1-(4-cyano-3-(trifluoromethyl)phenyl)azetidin-3-yl)carbamate